Racemic-(R)-6-(1-(5-chloropyridin-2-yl)ethyl)quinoline-4-carboxylic acid ClC=1C=CC(=NC1)[C@H](C)C=1C=C2C(=CC=NC2=CC1)C(=O)O |r|